(difluoromethyl)-N-(2-ethyl-5-methylbenzyl)-5-fluoro-1-methyl-1H-pyrazole-4-carboxamide FC(F)C1=NN(C(=C1C(=O)NCC1=C(C=CC(=C1)C)CC)F)C